S1C(=NC2=C1C=CC=C2)NC2=C(C1=C(N=N2)N(CCC1)C=1SC(=C(N1)C(=O)O)CCCOC1=C(C=C(C=C1)CCCNC)F)C 2-{3-[(1,3-Benzothiazol-2-yl)amino]-4-methyl-5H,6H,7H,8H-pyrido[2,3-c]pyridazin-8-yl}-5-(3-{2-fluoro-4-[3-(methylamino)propyl]phenoxy}propyl)-1,3-thiazole-4-carboxylic acid